4-(6-((6-(2-oxa-7-azaspiro[4.4]nonan-7-yl)pyrimidin-4-yl)amino)-1H-pyrazolo[4,3-c]pyridin-1-yl)-3-chloro-5-fluorobenzonitrile C1OCCC12CN(CC2)C2=CC(=NC=N2)NC2=CC1=C(C=N2)C=NN1C1=C(C=C(C#N)C=C1F)Cl